6-(1,3-dioxan-2-yl)-3-ethylsulfonylpyridine-2-carboxylic acid O1C(OCCC1)C1=CC=C(C(=N1)C(=O)O)S(=O)(=O)CC